C(C)N1CCN(CC1)CC=1C=CC(=NC1)C1=C(C(=NC(=N1)N)C1=CC2=C(N(N=C2C=C1)C)C(C)C)F 5-((4-Ethylpiperazinyl)methyl)pyridin-2-yl-5-fluoro-4-(3-isopropyl-2-methyl-2H-indazol-5-yl)pyrimidin-2-amine